iron tris(n-propyl propionylacetate) C(CC)C(C(=O)[O-])C(CC)=O.C(CC)C(C(=O)[O-])C(CC)=O.C(CC)C(C(=O)[O-])C(CC)=O.[Fe+3]